ClC1=C(C=CC(=C1)S(=O)(=O)CC1CCC(CC1)(C)O)C1=CC=C(C=C1)C#N 2'-Chloro-4'-(((cis-4-hydroxy-4-methylcyclohexyl)methyl)sulfonyl)-[1,1'-biphenyl]-4-carbonitrile